C1(CCCC1)OC1=CC=C2C(=N1)SC(=N2)N 5-(cyclopentyloxy)thiazolo[5,4-b]pyridin-2-amine